OCCC1=CC[C@H]2[C@@H]3CCC4=CCC=C[C@]4(C)C3=CC[C@]12C 21-hydroxypregna-1,4,9(11),16-tetraene